C1=C(C=CC=2C3=CC=CC=C3C=CC12)C(=O)O 2-phenanthreneformic acid